CC1=CC=C(C=C1)S(=O)(=O)OC[C@@H]1CN(C(C1)=O)C [(3S)-1-methyl-5-oxo-pyrrolidin-3-yl]methyl 4-methylbenzenesulfonate